C(C)(C)C1C(CC(CC1)C)C(N(C1=CC=CC=C1)C)C(=O)O 2-isopropyl-5-methylcyclohexyl-N-methyl-N-phenylglycine